(2s,5s)-trans-furan O1C=CC=C1